(2S)-2-[1-[(3S)-1-[2-[(3S)-3-hydroxypyrrolidin-1-yl]acetyl]pyrrolidin-3-yl]-N-methylformamido]-3-methylbutanoic acid O[C@@H]1CN(CC1)CC(=O)N1C[C@H](CC1)C(=O)N(C)[C@H](C(=O)O)C(C)C